3-BROMO-2-FORMYLFURAN BrC1=C(OC=C1)C=O